butyl 6-(2-tosylhydrazineylidene)-2-azaspiro[3.4]octane-2-carboxylate S(=O)(=O)(C1=CC=C(C)C=C1)NN=C1CC2(CN(C2)C(=O)OCCCC)CC1